4-[[(2S)-1,4-dioxan-2-yl]methoxy]-1-methyl-9-(2,2,2-trifluoroethylamino)-6,7-dihydrobenzo[a]quinolizin-2-one O1[C@@H](COCC1)COC=1N2CCC3=C(C2=C(C(C1)=O)C)C=CC(=C3)NCC(F)(F)F